tert-butyl 3-methyl[1-(pyridin-3-yl)cyclopropyl]carbamoyl-4H,5H,6H,7H-pyrazolo[1,5-a]pyrazine-5-carboxylate CC=1C(=NN2C1CN(CC2)C(=O)OC(C)(C)C)C(NC2(CC2)C=2C=NC=CC2)=O